3-(4-acetamidophenyl)-N-(3,4-dimethylphenyl)-N-methyl-imidazo[1,2-a]pyrazine-6-carboxamide C(C)(=O)NC1=CC=C(C=C1)C1=CN=C2N1C=C(N=C2)C(=O)N(C)C2=CC(=C(C=C2)C)C